(S)-7-(1-cyclopropylethoxy)-N-(6-(difluoromethyl)pyridin-2-yl)-2-(1-methyl-2-oxabicyclo[2.1.1]hexan-4-yl)imidazo[1,2-a]pyridine-6-carboxamide C1(CC1)[C@H](C)OC1=CC=2N(C=C1C(=O)NC1=NC(=CC=C1)C(F)F)C=C(N2)C21COC(C2)(C1)C